CN1C[C@@H]2[C@H](OCCN2C2=CC=C(N=N2)C2=C(C=C(C=C2C)C(F)(F)F)O)CC1 |r| 2-[6-[rac-(4aR,8aR)-6-methyl-3,4a,5,7,8,8a-hexahydro-2H-pyrido[4,3-b][1,4]oxazin-4-yl]pyridazin-3-yl]-3-methyl-5-(trifluoromethyl)phenol